1-[5-ethylsulfanyl-6-[5-(trifluoromethylsulfanyl)-1,3-benzooxazol-2-yl]-3-pyridinyl]cyclopropanecarbonitrile C(C)SC=1C=C(C=NC1C=1OC2=C(N1)C=C(C=C2)SC(F)(F)F)C2(CC2)C#N